2-(2,6-dioxopiperidin-3-yl)isoindoline-1,3-dione trifluoroacetate FC(C(=O)O)(F)F.O=C1NC(CCC1N1C(C2=CC=CC=C2C1=O)=O)=O